Cl.ClC1=CC=C(C[C@H]2CO[C@H](CN2C2CCC(CC2)C2=NN(C(=C2)C)C)C2=NNC(=C2)C)C=C1 (2R,5S)-5-(4-chlorobenzyl)-4-(4-(1,5-dimethyl-1H-pyrazol-3-yl)cyclohexyl)-2-(5-methyl-1H-pyrazol-3-yl)morpholine hydrochloride